C[C@H]1CN(CCN1C=1C=CC=2N=CN=C(C2N1)NC1=CC(=C(C=C1)OC1=CC=2N(C=C1)N=CN2)C)C(=O)OC(C)(C)C tert-butyl (3S)-3-methyl-4-{4-[(3-methyl-4-{[1,2,4]triazolo[1,5-a]pyridin-7-yloxy}phenyl)amino]pyrido[3,2-d]pyrimidin-6-yl}piperazine-1-carboxylate